C1(CCCC2CCCCC12)(O)O Decalinediol